(S)-methyl 3-cyclopropyl-3-(3-hydroxyphenyl)propanoate C1(CC1)[C@H](CC(=O)OC)C1=CC(=CC=C1)O